monobutyl mesaconate C(\C(\C)=C\C(=O)[O-])(=O)OCCCC